C(C1=CC=CC=C1)(C1=CC=CC=C1)=NC(C(=O)OC)C(=O)OC Dimethyl 2-(benzhydrylideneamino)propanedioate